C(N)(=O)C=1C=C2CN(CC2=CC1)C=1OC2=C(C=C(C=C2C(C1C)=O)C)C(C)NC=1C(=NC(=CC1)Cl)C(=O)O 3-[1-[2-(5-Carbamoylisoindolin-2-yl)-3,6-dimethyl-4-oxo-chromen-8-yl]ethylamino]-6-chloro-pyridine-2-carboxylic acid